C1(=CC=CC=C1)[C@@H]1[C@H](OC(O1)(C)C)CO ((4R,5R)-5-phenyl-2,2-dimethyl-1,3-dioxolane-4-yl)methanol